2-(3-bromo-2-fluorophenyl)-4-((tert-butyldimethylsilyl)oxy)butanenitrile BrC=1C(=C(C=CC1)C(C#N)CCO[Si](C)(C)C(C)(C)C)F